6-(benzyloxy)-3-{[2-methoxy-5-(4,4,5,5-tetramethyl-1,3,2-dioxaborolan-2-yl)phenyl]methyl}-3,4-dihydro-2H-1,2λ6,3-benzoxathiazine-2,2-dione C(C1=CC=CC=C1)OC=1C=CC2=C(CN(S(O2)(=O)=O)CC2=C(C=CC(=C2)B2OC(C(O2)(C)C)(C)C)OC)C1